dec-4-en CCCC=CCCCCC